BrC1=CC2=C(N=C(N=C2N[C@H](C)C=2C(=C(C=CC2)C(C(C)(O)C)(F)F)F)C)N=C1OC (R)-1-(3-(1-((6-bromo-7-methoxy-2-methylpyrido[2,3-d]pyrimidin-4-yl)amino)ethyl)-2-fluorophenyl)-1,1-difluoro-2-methylpropan-2-ol